C(C)(C)C1=CC=C(C=C1)/C=C/C(=O)C=1N(C=CC1)C (E)-3-(4-isopropylphenyl)-1-(N-methyl-pyrrol-2-yl)prop-2-en-1-one